pent-4-ene-1,2,3-triol C(C(C(C=C)O)O)O